FC=1C=C(C=CC1)N1C(NC2=C(C1=O)C=NC=N2)=O 6-(3-fluorophenyl)-8H-pyrimido[4,5-d]pyrimidine-5,7-dione